BrC1=C2C3(C(NC2=CC(=C1)C(=O)NC1=CC=C(C=C1)OC(F)(F)Cl)=O)CC(C(C3)O[Si](C)(C)C(C)(C)C)O[Si](C)(C)C(C)(C)C 4'-bromo-3,4-bis((tert-butyldimethylsilyl)oxy)-N-(4-(chlorodifluoromethoxy)phenyl)-2'-oxospiro[cyclopentane-1,3'-indoline]-6'-carboxamide